(p-tolyl)-diethanolamine C1(=CC=C(C=C1)N(CCO)CCO)C